4-(2-cyclopropyl-benzyl)-6-[1-(2-fluoro-6-methyl-phenyl)-piperidin-4-yl]-7-methyl-2,4,6,7-tetrahydro-pyrazolo[4,3-d]Pyrimidin-5-one C1(CC1)C1=C(CN2C(N(C(C=3C2=CNN3)C)C3CCN(CC3)C3=C(C=CC=C3C)F)=O)C=CC=C1